3-(2-isopropylphenyl)-N-(2-methoxy-6-methylpyridin-3-yl)-1-sulfamoylazetidine-3-carboxamide C(C)(C)C1=C(C=CC=C1)C1(CN(C1)S(N)(=O)=O)C(=O)NC=1C(=NC(=CC1)C)OC